(R)-2-hydroxy-N-(4-nitrophenylethyl)propanamide O[C@@H](C(=O)NCCC1=CC=C(C=C1)[N+](=O)[O-])C